2-fluoro-10-methyl-11-oxo-10,11-dihydro-5H-dibenzo[b,e][1,4]diazepine-5-carboxylic acid FC1=CC2=C(N(C3=C(N(C2=O)C)C=CC=C3)C(=O)O)C=C1